tris(3-dimethylaminopropyl)hexahydrotriazine CN(CCCN1N(N(CCC1)CCCN(C)C)CCCN(C)C)C